C(C)OC(C1=CC(=CC=C1)NCC1=NN=C(N1C)C1=NC=NC=C1)=O 3-([[4-methyl-5-(pyrimidin-4-yl)-1,2,4-triazol-3-yl]methyl]amino)benzoic acid ethyl ester